ClC1=NC(=C2C(=N1)N(N=C2)C(C)C)NC=2N=CN(C2)C2=CC(=C(C(=C2)OC)OC)OC 6-chloro-1-isopropyl-N-(1-(3,4,5-trimethoxyphenyl)-1H-imidazol-4-yl)-1H-pyrazolo[3,4-d]Pyrimidin-4-amine